1-[2-cyano-4-(trifluoromethyl)phenyl]-4-{2'-ethoxy-3-fluoro-[2,3'-bipyridinyl]-5-yl}-N-[(2S)-1-(methylamino)propan-2-yl]piperidine-4-carboxamide C(#N)C1=C(C=CC(=C1)C(F)(F)F)N1CCC(CC1)(C(=O)N[C@H](CNC)C)C=1C=C(C(=NC1)C=1C(=NC=CC1)OCC)F